BrC=1C(=C(C(=CC1)CBr)SC)F (3-bromo-6-(bromomethyl)-2-fluorophenyl)(methyl)sulfane